3-(piperazin-1-yl)-5-(trifluoromethyl)benzonitrile N1(CCNCC1)C=1C=C(C#N)C=C(C1)C(F)(F)F